FC=1C=C(C=CC1C1=NN2C(N=C(C=C2C2=NC=CC=C2)C(=O)N2[C@@H](C3=CC=CC=C3CC2)C)=C1)N1C[C@H](CC1)C(=O)O (3S)-1-(3-fluoro-4-{5-[(1R)-1-methyl-1,2,3,4-tetrahydroisoquinoline-2-carbonyl]-7-(pyridin-2-yl)pyrazolo[1,5-a]pyrimidin-2-yl}phenyl)pyrrolidine-3-carboxylic acid